BrC=1C=C(C=CC1)C1(COC1)C(=O)OC Methyl 3-(3-bromophenyl)oxetane-3-carboxylate